C(C)(C)(C)C1C(N(CCC1C=O)C(=O)O)(C(=O)O)C(C)(C)C.C(=O)(O)CNCC=1C(NC(N([C@H]2[C@H](OC)[C@H](O)[C@@H](CO)O2)C1)=O)=O 5-carboxymethylaminomethyl-2'-O-methyl-uridine ditert-butyl-4-formylpiperidine-1,2-dicarboxylate